C(=O)(O)C1=CC=C(OC=2C=C(C=C(C(=O)O)C2)C(=O)O)C=C1 5-(4-carboxy-phenoxy)isophthalic acid